N,N'-Bis(2-hydroxybenzyl)ethylendiamin OC1=C(CNCCNCC2=C(C=CC=C2)O)C=CC=C1